ClC1=C(CN)C(=CC=C1)Cl 2,6-dichlorobenzyl-amine